FC=1C(=C(C2=C(OCC(C(CC3(CC3)S(N2)(=O)=O)O)O)C1)NC1=C(C=C(C=C1)I)F)F 10,11-difluoro-12-((2-fluoro-4-iodophenyl)amino)-5,6-dihydroxy-4,5,6,7-tetrahydro-1H-spiro[benzo[b][1,5,4]oxathiazecine-3,1'-cyclopropane] 2,2-dioxide